methyl 5-(((tert-butoxycarbonyl)amino)methyl)-2-methylbenzoate C(C)(C)(C)OC(=O)NCC=1C=CC(=C(C(=O)OC)C1)C